C(C)(C)(C)OC(NCCNC(CNC(CNC(CNC(CCN1C(C=CC1=O)=O)=O)=O)=O)=O)=O (15-(2,5-dioxo-2,5-dihydro-1H-pyrrol-1-yl)-4,7,10,13-tetraoxo-3,6,9,12-tetraazapentadecyl)carbamic acid tert-butyl ester